N-[oxybis(2,1-ethylenedioxy-3,1-propanediyl)]bisacrylamide O(CC1C(OCCO1)C=CC(=O)N)CC1C(OCCO1)C=CC(=O)N